1-butylheptyl 8-[3-[2-[2-[2-(2-benzyloxyethoxy)ethoxy]ethoxy]ethoxy]-2-[8-(1-butylheptoxy)-8-oxo-octoxy]propoxy]octanoate C(C1=CC=CC=C1)OCCOCCOCCOCCOCC(COCCCCCCCC(=O)OC(CCCCCC)CCCC)OCCCCCCCC(=O)OC(CCCCCC)CCCC